(2E)-3-phenyl-2-propenylamine C1(=CC=CC=C1)/C=C/CN